C(C)(=O)NCC1=CC(=C2CN(CC2=C1)C(=O)OC(C)(C)C)C1=C(C=CC=C1)C#N tert-butyl 6-(acetylaminomethyl)-4-(2-cyanophenyl)-isoindoline-2-carboxylate